3-[2-(tert-butoxycarbonyl-methyl-amino)-ethyl]-5-(2,3-dichloro-phenyl)-2,4-dioxo-3,4-dihydro-2H-pyrimidin C(C)(C)(C)OC(=O)N(CCN1C(NC=C(C1=O)C1=C(C(=CC=C1)Cl)Cl)=O)C